[C@@H]1([C@H](O)[C@H](O)[C@@H](O)[C@@H](O1)C)O[C@H]1[C@@H](O[C@@H]([C@H]([C@@H]1O)O)CO)OC1=CC(=C(C(=C1)O)C(CCC1=CC(=C(C=C1)OC)O)=O)O 1-(4-((2-O-[6-deoxy-alpha-L-mannopyranosyl]-beta-D-glucopyranosyl)oxy)-2,6-dihydroxyphenyl)-3-[3-hydroxy-4-methoxyphenyl]-1-propanone